((5-bromo-3-(methoxycarbonyl)-2-methylphenyl)amino)piperidine-1-carboxylic acid tert-butyl ester C(C)(C)(C)OC(=O)N1C(CCCC1)NC1=C(C(=CC(=C1)Br)C(=O)OC)C